P(=O)(O)(O)OC[C@H]([C@@H]([C@@H](C(CO)=O)O)O)O d-tagatose 6-phosphate